3-chloroacetylindole ClCC(=O)C1=CNC2=CC=CC=C12